[Sr+2].[Te-2].[Cd+2].[Te-2] cadmium telluride strontium